1-(3-methoxy-3-oxopropyl-3-methyl-1H-pyrazol-4-yl)cyclohexanecarboxylate COC(CCN1N=C(C(=C1)C1(CCCCC1)C(=O)[O-])C)=O